NC1CCC(CC1)O (E)-p-aminocyclohexanol